ClC1=CC2=C(OC3=C(O2)C=C(C(=C3)Cl)Cl)C=C1Cl 2,3,7,8-tetrachlorodibenzop-dioxin